B(O)(O)CCCCC(C(=O)O)NC 6-borono-2-(methylamino)hexanoic acid